C(N)(=O)C=1C(=NN2C1NCC[C@H]2C2CCN(CC2)C2CCN(CC2)CC2CCN(CC2)C(=O)OC(C)(C)C)C2=CC=C(C=C2)OC2=CC=CC=C2 tert-butyl (S)-4-((4-(3-carbamoyl-2-(4-phenoxyphenyl)-4,5,6,7-tetrahydropyrazolo[1,5-a]pyrimidin-7-yl)-[1,4'-bipiperidin]-1'-yl)methyl)piperidine-1-carboxylate